9-Fluoro-8-iodo-2,3-dihydro-[1,4]oxazino[2,3,4-hi]indazole-7-carbonitrile FC=1C(=C(C=2C=NN3C2C1OCC3)C#N)I